C(C1=CC=CC=C1)OC=1C(=C(NC2=CC(=C(C=C2)F)F)C=CC1F)I 3-benzyloxy-N-(3,4-difluorophenyl)-4-fluoro-2-iodo-aniline